C12C3C4CCC(C3CC2CCCC1)C4 tetracyclo[7.4.0.02,7.13,6]tetradecane